((2R,3S)-1-(5-(4-((tert-butyldimethylsilyl)oxy)butan-2-yl)-3-chloroisoquinolin-8-yl)-2-methylazetidin-3-yl)methanesulfonamide [Si](C)(C)(C(C)(C)C)OCCC(C)C1=C2C=C(N=CC2=C(C=C1)N1[C@@H]([C@H](C1)CS(=O)(=O)N)C)Cl